FC=1C=2N(C=CC1C#N)C(=CN2)C2=C1CNC(C1=C(C=C2)NC2=NC=C(C=C2)N2CCC(CC2)O)=O 8-fluoro-3-[7-[[5-(4-hydroxy-1-piperidyl)-2-pyridyl]amino]-1-oxo-isoindolin-4-yl]imidazo[1,2-a]pyridine-7-carbonitrile